4-(Imidazo[1,2-a]pyridin-3-yl)-pyrimidine N=1C=C(N2C1C=CC=C2)C2=NC=NC=C2